N1=C(C=CC=C1)CC1C(NC2=CC=CC=C12)=O 3-(2-pyridinylmethyl)-1,3-dihydro-2H-indol-2-one